2-(2-(tert-butoxy-carbonyl)hydrazine-1-carbonyl)-5-(6-(2,5-dioxo-2,5-dihydro-1H-pyrrol-1-yl)hexylamino)benzenesulfonic acid C(C)(C)(C)OC(=O)NNC(=O)C1=C(C=C(C=C1)NCCCCCCN1C(C=CC1=O)=O)S(=O)(=O)O